3-bromo-N-cyclopropyl-1,7-naphthyridin-8-amine BrC=1C=NC2=C(N=CC=C2C1)NC1CC1